[N+](#[C-])CCCCCC[N+]#[C-] 1,6-Diisocyanohexan